O1CCC(=CC1)C=1C(=C(C=CC1)[C@@H](C)NC1=NN=C(C=2C=C3C(=CC12)N(C(N3C)=O)C)C)C 5-[[(1R)-1-[3-(3,6-dihydro-2H-pyran-4-yl)-2-methyl-phenyl]ethyl]amino]-1,3,8-trimethyl-imidazo[4,5-g]phthalazin-2-one